COOC(CCC)C=CCCCCCCCCCC(OCCCCCCC)OCCCCCCC diheptyloxydodecenyl-butoxy methyl ether